C1(CCCCC1)CN1N=CC(=C1C(NC1=CC(=CC=C1)S(=O)(=O)C)=O)C(=O)OC methyl 1-(cyclohexylmethyl)-5-((3-(methylsulfonyl)phenyl)carbamoyl)-1H-pyrazole-4-carboxylate